C(CCC)N(CNCN(CCCC)CCCC)CCCC 1,3-bis(di-n-butylamino)-2-azapropane